Tetraethyl 1,4-benzenediphosphonate C1(=CC=C(C=C1)P(OCC)(=O)OCC)P(OCC)(=O)OCC